FC=1C=C(C=C2CCCC(C12)=O)OC 8-fluoro-6-methoxy-3,4-dihydronaphthalen-1(2H)-one